FCC1=CC(CCC1)=O 3-(Fluoromethyl)cyclohex-2-en-1-one